[Li].F[P]F.[Li] lithium difluoro(phosphorus) lithium